NC=1N=CC2=CC(=CC=C2C1C(=O)N[C@@H]1CN(CC1)C)C1=C(C=CC=C1C)Cl 3-amino-7-(2-chloro-6-methyl-phenyl)-N-[(3S)-1-methylpyrrolidin-3-yl]isoquinoline-4-carboxamide